1-(tert-Butoxycarbonyl)-4-(1,3-thiazol-2-yl)-pyrrolidine-3-carboxylic acid C(C)(C)(C)OC(=O)N1CC(C(C1)C=1SC=CN1)C(=O)O